C(#N)C1=CC(=CC=2N=C(OC21)C=2C(=C(C=CC2)C2=C(C(=CC=C2)NC=2N=CC=C1C=C(C=NC21)CN[C@H](CO)C)C)C)CN2CCCCC2 (S)-1-((7-Cyano-2-(3'-(3-((1-hydroxypropan-2-ylamino)methyl)-1,7-naphthyridin-8-ylamino)-2,2'-dimethylbiphenyl-3-yl)benzo[d]oxazol-5-yl)methyl)piperidin